FC1=C(N)C(=CC=C1OCCOC)[N+](=O)[O-] 2-fluoro-3-(2-methoxyethoxy)-6-nitro-aniline